BrC1=C(C=C(C(=C1Br)O)O)/C=C/C(=O)C1=CC=C(C=C1)OC1=CC=C(C=C1)OCC (E)-3-(2,3-dibromo-4,5-dihydroxyphenyl)-1-(4-(4-ethoxyphenoxy)phenyl)-2-propen-1-one